8-methyladenosine CC=1N([C@H]2[C@H](O)[C@H](O)[C@@H](CO)O2)C=2N=CN=C(C2N1)N